N1(CCCCC1)CCCOC=1C=C2C=CN(C2=CC1)S(=O)(=O)C1=CC=C(C(=O)NN)C=C1 4-((5-(3-(piperidin-1-yl)propoxy)-1H-indol-1-yl)sulfonyl)benzohydrazide